7-[2-[2-[6-[azetidin-3-yl(methyl)amino]-2-methyl-4-oxidanylidene-5,6,7,8-tetrahydroquinazolin-3-yl]ethoxy]-5-chloranyl-phenyl]-5-methyl-thieno[3,2-b]pyridine-3-carboxylic acid N1CC(C1)N(C1CC=2C(N(C(=NC2CC1)C)CCOC1=C(C=C(C=C1)Cl)C1=C2C(=NC(=C1)C)C(=CS2)C(=O)O)=O)C